FC=1C(=NC(=NC1)N[C@H]1[C@@H](COCC1)O)C=1C=C2C(=C(C=NC2=CC1)CNC[C@H]1COCC1)C(C)C (3S,4R)-4-((5-fluoro-4-(4-isopropyl-3-(((((S)-tetrahydrofuran-3-yl)methyl)amino)methyl)quinolin-6-yl)pyrimidin-2-yl)amino)tetrahydro-2H-pyran-3-ol